3-oxo-2-(1H-pyrazol-4-yl)-N-[(2R)-1,1,1-trifluoro-3-hydroxypropan-2-yl]-6-[4-(trifluoromethyl)-phenyl]-2,3-dihydropyridazine-4-carboxamide O=C1N(N=C(C=C1C(=O)N[C@@H](C(F)(F)F)CO)C1=CC=C(C=C1)C(F)(F)F)C=1C=NNC1